OCCNC(=O)C1=NC=C(N=C1)OCC=1C(=NOC1C)C=1C=NC(=CC1)C N-(2-Hydroxyethyl)-5-((5-methyl-3-(6-methylpyridin-3-yl)isoxazol-4-yl)methoxy)pyrazine-2-carboxamide